3-(1-(2-acetyl-5-methoxy-4-aminophenyl)piperidin-4-yl)-1,3-oxazepin-2-one C(C)(=O)C1=C(C=C(C(=C1)N)OC)N1CCC(CC1)N1C(OC=CC=C1)=O